2,6-dihydroxy-N,N,5'-trimethyl-4-pentyl-2'-(prop-1-en-2-yl)-1',2',3',4'-tetrahydro-[1,1'-biphenyl]-3-carboxamide OC1=C(C(=CC(=C1C(=O)N(C)C)CCCCC)O)C1C(CCC(=C1)C)C(=C)C